COC(=O)[C@H]1[C@@H](C1)C(=O)N1CC2N(C(C1)C2)C(=O)OC(C)(C)C Tert-butyl 3-[trans-2-(methoxycarbonyl)cyclopropanecarbonyl]-3,6-diazabicyclo[3.1.1]heptane-6-carboxylate